C(C)(C)(C)OC(=O)N1CC(=CC1)C1=C(C=C(C=C1)Cl)F 3-(4-chloro-2-fluorophenyl)-2,5-dihydro-1H-pyrrole-1-carboxylic acid tert-butyl ester